O1COC2C1=C1CCCC1CC2 hexahydro-4H-indeno[4,5-d][1,3]dioxole